NC1=NC(=C(C(=N1)Cl)C(/C=C/CN1CCNCC1)=O)Cl (E)-4-(4-(2-amino-4,6-dichloropyrimidin-5-yl)-4-oxo-2-butene-1-yl)piperazine